N'-hydroxyformamidin ON=CN